biurea NC(=O)NNC(N)=O